methacryloxypropyl-methyl-dimethoxysilane C(C(=C)C)(=O)OCCC[Si](OC)(OC)C